methyl 1-isopropylpyrrolo[2,3-b]pyridine-5-carboxylate C(C)(C)N1C=CC=2C1=NC=C(C2)C(=O)OC